CN(C(=O)[C@@H]1CN(CC[C@H]1NC(=O)C1=NOC(=C1)C1=C(C=C(C=C1)F)F)[C@@H]1C(CC1)(C)C)C (3R,4R)-4-{[5-(2,4-difluoro-phenyl)-isoxazole-3-carbonyl]-amino}-(1S)-1-(2,2-dimethyl-cyclobutyl)-piperidine-3-carboxylic acid dimethylamide